9-(4-chloro-2-fluoro-phenyl)-2,3-dimethyl-7-(4,4,5,5-tetramethyl-1,3,2-dioxaborolan-2-yl)pyrazino[1,2-a]pyrimidin-4-one ClC1=CC(=C(C=C1)C1=NC(=CN2C1=NC(=C(C2=O)C)C)B2OC(C(O2)(C)C)(C)C)F